CC=1C=C(C=C(C1)OCC1=C(C=CC=C1)CN1C(=NC2=C1C=CC=C2)C2=CC=C(C=C2)OC(F)(F)F)CC(=O)OCC Ethyl 2-(3-methyl-5-((2-((2-(4-(trifluoromethoxy)phenyl)-1H-benzo[d]imidazol-1-yl)methyl)benzyl)oxy)phenyl)acetate